4-Bromo-7-chloro-2-(oxan-2-yl)indazole BrC=1C2=CN(N=C2C(=CC1)Cl)C1OCCCC1